4-chloro-2-[3-(3-bromophenyl)ureido]-N-propylbenzamide ClC1=CC(=C(C(=O)NCCC)C=C1)NC(=O)NC1=CC(=CC=C1)Br